OC1=CC=C(C=C1)NC(=S)NC(=O)C12CC3CC(CC(C1)C3)C2 N-((4-hydroxyphenyl)carbamothioyl)adamantane-1-carboxamide